3-methyl-1H-pyrazolo[4,3-b]Pyridin-7-amine CC1=NNC=2C1=NC=CC2N